1-(4-((1-cyanocyclopropyl)amino)-5-nitropyridin-2-yl)-1H-pyrazolo[3,4-b]pyridine-5-carbonitrile C(#N)C1(CC1)NC1=CC(=NC=C1[N+](=O)[O-])N1N=CC=2C1=NC=C(C2)C#N